N-[5-(5-Ethyl-4H-1,2,4-triazol-3-yl)-4-fluoro-2-methylphenyl]-6-fluoropyrazolo[1,5-a]pyridine-3-carboxamide C(C)C=1NC(=NN1)C=1C(=CC(=C(C1)NC(=O)C=1C=NN2C1C=CC(=C2)F)C)F